1-methyl-3,4-dihydro-1λ6-benzo[2,1-e][1,2]thiazin-1-one CS1(=NCCC2=C1C=CC=C2)=O